3-morpholinepropionyl chloride tert-Butyl-4-(8'-bromo-7'-fluoro-3'-methyl-2'-oxo-2',3'-dihydrospiro[azetidine-3,1'-pyrrolo[2,3-c]quinolin]-1-yl)piperidine-1-carboxylate C(C)(C)(C)OC(=O)N1CCC(CC1)N1CC2(C(N(C=3C=NC=4C=C(C(=CC4C32)Br)F)C)=O)C1.N1C(COCC1)CCC(=O)Cl